(1r,4r)-4-(4-cyanophenoxy)-3-(3-fluoro-4-(trifluoromethoxy)phenyl)urea C(#N)C1=CC=C(O[C@@]2(C(C=C(C=C2)NC(N)=O)F)OC(F)(F)F)C=C1